(2,4-dimethoxyphenyl)methanethiol COC1=C(C=CC(=C1)OC)CS